5-t-butylperoxy-cyclohexane C(C)(C)(C)OOC1CCCCC1